fluorosulfonyltetrafluoroethyl (trichloromonofluoroethyl) ether ClC(C(F)(Cl)Cl)OC(C(F)(F)F)(F)S(=O)(=O)F